(S)-1-benzyl-N-(2-((3-fluoroazetidin-1-yl)methyl)-4-methyl-5-oxo-5,6,7,8-tetrahydro-4H-pyrazolo[1,5-a][1,3]diazepin-6-yl)-1H-1,2,4-triazole-3-carboxamide C(C1=CC=CC=C1)N1N=C(N=C1)C(=O)N[C@@H]1C(N(C=2N(CC1)N=C(C2)CN2CC(C2)F)C)=O